anti-3-amino-5-morpholinomethyl-2-oxazolidinone NN1C(OC(C1)CN1CCOCC1)=O